3-amino-6-cyclopropyl-4-(5-fluoro-1H-indazol-4-yl)-1H-1,7-phenanthrolin-2-one NC=1C(NC2=C3C=CC=NC3=C(C=C2C1C1=C2C=NNC2=CC=C1F)C1CC1)=O